(3-(4-chloro-6-(3-(triphenylsilyl)phenyl)-1,3,5-triazin-2-yl)phenyl)-9H-carbazole ClC1=NC(=NC(=N1)C1=CC(=CC=C1)[Si](C1=CC=CC=C1)(C1=CC=CC=C1)C1=CC=CC=C1)C=1C=C(C=CC1)C1=CC=CC=2C3=CC=CC=C3NC12